C1(=CC=CC=C1)OC(C=1C(C(=O)[O-])=CC(=CC1)Cl)=O.[Na+].[Na+].C1(=CC=CC=C1)OC(C=1C(C(=O)[O-])=CC(=CC1)Cl)=O Disodium phenyl-4-chlorophthalate